ClC=1C=C(C=CC1)CC(OC(=O)N[C@@H](CC(C)C)C(=O)O)C1=CC=CC=C1 ((2-(3-chlorophenyl)-1-phenylethoxy)carbonyl)-Z-leucine